5-(4-((7-Ethyl-6-oxo-5,6-dihydro-1,5-naphthyridin-3-yl)methyl)piperazin-1-yl)-6-methyl-N-(3-Methyltetrahydrofuran-3-yl)pyridineamide C(C)C=1C(NC=2C=C(C=NC2C1)CN1CCN(CC1)C=1C=CC(=NC1C)C(=O)NC1(COCC1)C)=O